5'h-spiro[cyclopentane-1,7'-furo[3,4-b]pyridin]-5'-one N1=C2C(=CC=C1)C(OC21CCCC1)=O